C(C=C)(=O)NC1=CC=C(C=C1)C1=NN2N=CN=C(C2=C1C1=CC(=C(C(=O)NCCF)C=C1)OC)N 4-(6-(4-acrylamidophenyl)-4-aminopyrazolo[5,1-f][1,2,4]triazin-5-yl)-N-(2-fluoroethyl)-2-methoxybenzamide